methyl 2-(3-bromophenyl)-3-methylbutanoate BrC=1C=C(C=CC1)C(C(=O)OC)C(C)C